(Z)-1-bromo-10-(heptadec-8-en-1-yl)-8,8-dimethyl-13-octyl-7,9,11-trioxa-14,15-dithia-8-silapentacosane BrCCCCCCO[Si](OC(OCC(SSCCCCCCCCCC)CCCCCCCC)CCCCCCC\C=C/CCCCCCCC)(C)C